ClC=1C=C2C(=C(C(N(C2=CC1)C)=O)C#N)N1CCC(CC1)(C=1OC2=C(N1)C=CC(=C2)C)C 6-Chloro-1-methyl-4-[4-methyl-4-(6-methyl-1,3-benzooxazol-2-yl)piperidin-1-yl]-2-oxo-1,2-dihydro-quinoline-3-carbonitrile